1,4-di(2-oxo-10-sulpho-3-bornylidenemethyl)benzene O=C1C2(CCC(C1=CC1=CC=C(C=C1)C=C1C(C3(CCC1C3(C)C)CS(=O)(=O)O)=O)C2(C)C)CS(=O)(=O)O